C[Si](OCCCCCCN(CC#C)C)(OC(CCCCCCC\C=C/CCCCCCCC)OC=1C=C2CCC(OC2=C(C1C)C)(CC\C=C(\CC\C=C(\CCC=C(C)C)/C)/C)C)C 6-((dimethyl(((Z)-1-((2,7,8-trimethyl-2-((3E,7E)-4,8,12-trimethyltrideca-3,7,11-trien-1-yl)chroman-6-yl)oxy)octadec-9-en-1-yl)oxy)silyl)oxy)-N-methyl-N-(prop-2-yn-1-yl)hexan-1-amine